(R)-2-(6-Chloro-4-(((1-cyclopropylethyl)amino)methyl)pyridin-2-yl)-6-(3-((4-methyl-4H-1,2,4-triazol-3-yl)methyl)oxetan-3-yl)isoindolin-1-one ClC1=CC(=CC(=N1)N1C(C2=CC(=CC=C2C1)C1(COC1)CC1=NN=CN1C)=O)CN[C@H](C)C1CC1